(1-(tert-butoxycarbonyl)-1,2,3,6-tetrahydropyridin-4-yl)boric acid C(C)(C)(C)OC(=O)N1CCC(=CC1)OB(O)O